NCC=1C=C(C=CC1)C1CCN(CC1)C(=O)C=1NC2=CC(=CC=C2C1)B(O)O 2-(4-(3-(aminomethyl)phenyl)piperidine-1-carbonyl)-1H-indol-6-ylboronic acid